2-{[3-(4-fluorophenyl)-5-methyl-1,2-oxazol-4-yl]methoxy}-6-(oxetan-4-carbonyl)-5,6,7,8-tetrahydro-1,6-naphthyridine FC1=CC=C(C=C1)C1=NOC(=C1COC1=NC=2CCN(CC2C=C1)C(=O)C1CCO1)C